C(C)(C)C1=C(C=CC(=C1)Br)O 2-Isopropyl-4-bromophenol